5-(1,3-Benzothiazole-6-sulfonyl)-N-(1,2-oxazol-5-ylmethyl)-1H,2H,3H,4H,5H,6H-pyrrolo[3,4-c]pyrrole-2-carboxamide S1C=NC2=C1C=C(C=C2)S(=O)(=O)N2CC1=C(C2)CN(C1)C(=O)NCC1=CC=NO1